CC12CCCC(CO1)(C2)C2C(C(=CC2)C)(C)C 5-methyl-1-(2,2,3-trimethylcyclopent-3-en-1-yl)-6-oxabicyclo[3.2.1]octane